BrC=1C=C(C=C(C1)Cl)C(CCOCCNC(OC(C)(C)C)=O)=O tert-butyl N-[2-[3-(3-bromo-5-chloro-phenyl)-3-oxo-propoxy]ethyl]carbamate